{4-[(4,5-dichloro-1,3-thiazol-2-yl)oxy]-2,5-dimethylphenyl}-N-ethyl-N-methylimidazolinecarboxamide ClC=1N=C(SC1Cl)OC1=CC(=C(C=C1C)C=1N(CCN1)C(=O)N(C)CC)C